NC=1C2=C(N=C(N1)C)C=CC(=N2)C=2C=C(C=CC2)C#C[C@@]2(C(N(CCC2)C)=O)O (S)-3-((3-(4-amino-2-methylpyrido[3,2-d]pyrimidin-6-yl)phenyl)ethynyl)-3-hydroxy-1-methylpiperidin-2-one